C1(CCCC1)N(C=1C(=CC2=C(N=C(N=C2)C)N1)C(=O)N(C)C)C 7-(cyclopentyl-(methyl)amino)-N,N,2-trimethylpyrido[2,3-d]pyrimidine-6-carboxamide